(S)-(6-(5-amino-5,7-dihydrospiro[cyclopenta[b]pyridine-6,4'-piperidine]-1'-yl)-3-((2-(trifluoromethyl)pyridin-3-yl)ethynyl)-1H-pyrazolo[3,4-b]pyrazin-5-yl)methanol lead phosphate salt P(=O)([O-])([O-])[O-].[Pb+2].N[C@@H]1C=2C(=NC=CC2)CC12CCN(CC2)C2=C(N=C1C(=N2)NN=C1C#CC=1C(=NC=CC1)C(F)(F)F)CO.P(=O)([O-])([O-])[O-].[Pb+2].[Pb+2]